NC/C(/CN1N=CN(C1=O)CC=1SC(=CC1)C1=CC=C(C=C1)C1=NN=CN1)=C\F 2-[(2E)-2-(aminomethyl)-3-fluoroprop-2-en-1-yl]-4-(5-[4-(4H-1,2,4-triazol-3-yl)phenyl]thiophen-2-ylmethyl)-2,4-dihydro-3H-1,2,4-triazol-3-one